thiazole-2-sulfonimidamide S1C(=NC=C1)S(=O)(N)=N